C(C1=CC=CC=C1)OCCCN1C[C@@H](N(CC1)C([C@H](CC(C)C)N(C)C(=O)OC(C)(C)C)=O)C(=O)O (R)-4-(3-benzyloxy-propyl)-1-[(S)-2-(tert-butoxycarbonyl-methyl-amino)-4-methyl-pentanoyl]-piperazine-2-carboxylic acid